C1(=CC=CC=C1)C1C2(O1)CNC1=CC=CC=C12 phenyl-spiro[indoline-3,2'-oxirane]